5-(5-(cyclopropylcarbamoyl)-2-methylphenyl)-2-((1-hydroxy-2-methylpropan-2-yl)amino)-N-(oxetan-3-ylmethyl)nicotinamide C1(CC1)NC(=O)C=1C=CC(=C(C1)C=1C=NC(=C(C(=O)NCC2COC2)C1)NC(CO)(C)C)C